C(C)(C)C1=C(OC2=NC=CC=C2NC(=O)NC2=CC=C(C=C2)C)C=CC=C1 1-(2-(2-isopropylphenoxy)pyridin-3-yl)-3-p-tolylurea